[2-[[1-[2-(aminomethyl)-3,3-difluoro-allyl]-5-oxo-1,2,4-triazol-4-yl]methyl]phenyl]-1-ethyl-pyridin-2-one trifluoroacetate salt FC(C(=O)O)(F)F.NCC(CN1N=CN(C1=O)CC1=C(C=CC=C1)C=1C(N(C=CC1)CC)=O)=C(F)F